(3S,4S)-1-(4-(((S)-3-((4-fluorophenethyl)amino)-2-heptanamido-3-oxopropyl)carbamoyl)benzoyl)-N3,N4-bis((1S,2R)-2-phenylcyclopropyl)pyrrolidine-3,4-dicarboxamide FC1=CC=C(CCNC([C@H](CNC(=O)C2=CC=C(C(=O)N3C[C@H]([C@@H](C3)C(=O)N[C@@H]3[C@H](C3)C3=CC=CC=C3)C(=O)N[C@@H]3[C@H](C3)C3=CC=CC=C3)C=C2)NC(CCCCCC)=O)=O)C=C1